N-(2-(4-((3-chloro-4-(trifluoromethoxy)benzyl)amino)butoxy)ethyl)-6-(4H-1,2,4-triazol-4-yl)-1H-indazol-4-amine ClC=1C=C(CNCCCCOCCNC=2C=3C=NNC3C=C(C2)N2C=NN=C2)C=CC1OC(F)(F)F